CC1=CC=C(C=C1)S(=O)(=O)OC=CC1=CC=C(C=C1)OC.[Te] (E)-tellurium (4-methoxystyryl) 4-methylbenzenesulfonate